CC=1C(=NN(C(C1)=O)C1=CC=C(C=C1)C)C(=O)N 4-methyl-6-oxo-1-(4-methylphenyl)-1,6-dihydropyridazine-3-amide